diethyl (E)-2-methyl-but-2-enedicarboxylate (diethyl mesaconate) C(C)C(/C(/C(=O)O)=C\C(=O)O)CC.C/C(/C(C(=O)OCC)C(=O)OCC)=C\C